CCCCCCCCCCCCC/C=C/[C@H]([C@H](COP(=O)([O-])[O-])NC(=O)C)O The molecule is a N-acylsphingosine 1-phosphate(2-) in which the N-acyl group is specified as acetyl; major species at pH 7.3. It is a conjugate base of a N-acetylsphingosine 1-phosphate.